6-((3-hydroxy-4-(3-(pyridin-3-yl)ureido)phenyl)ethynyl)-[1,1'-biphenyl] OC=1C=C(C=CC1NC(=O)NC=1C=NC=CC1)C#CC1=CC=CC=C1C1=CC=CC=C1